FC=1C=NC(=NC1)C=1C=C(C=CC1C)NC(=O)[C@@H]1N([C@@H]2C[C@@H]2C1)C1=CN=C(N=N1)SC (1R,3R,5R)-N-(3-(5-fluoropyrimidin-2-yl)-4-methylphenyl)-2-(3-(methylsulfanyl)-1,2,4-triazin-6-yl)-2-azabicyclo[3.1.0]hexane-3-carboxamide